C(C)(C)(C)N1N=NC(=C1C(=O)OC(C)C)OC1=CC(=CC=C1)C(F)(F)F Isopropyl 1-(tert-butyl)-4-(3-(trifluoromethyl)phenoxy)-1H-1,2,3-triazole-5-carboxylate